N-ethyl-N-[[6-[(trans)-2-(6-iodo-1-tetrahydropyran-2-ylindazol-3-yl)vinyl]-3-pyridyl]methyl]ethylamine C(C)N(CC=1C=NC(=CC1)\C=C\C1=NN(C2=CC(=CC=C12)I)C1OCCCC1)CC